1-(4-fluorophenyl)-6-oxopyrimidine-5-carboxamide FC1=CC=C(C=C1)N1C=NC=C(C1=O)C(=O)N